(S)-4-(5-bromo-1-(phenylsulfonyl)-1H-pyrrolo[2,3-b]pyridin-3-yl)-N-methyl-N-((tetrahydrofuran-3-yl)methyl)benzamide BrC=1C=C2C(=NC1)N(C=C2C2=CC=C(C(=O)N(C[C@H]1COCC1)C)C=C2)S(=O)(=O)C2=CC=CC=C2